NC1(CCC2(OCCO2)CC1)C(=O)[O-] 8-amino-1,4-dioxaspiro[4.5]decan-8-carboxylat